ClC=1C=C(C=NC1)CN1C(N(C2=NC=C(C=C21)C=2C=C(C=CC2)C)C)=O 1-[(5-chloro-3-pyridinyl)methyl]-3-methyl-6-(m-tolyl)imidazo[4,5-b]pyridin-2-one